C=C1CC=2C(C=3N(C1)N=C1C3CN(CC1)C(=O)OC(C)(C)C)=NOC2 tert-butyl 5-methylene-5,6,9,10-tetrahydro-4H-isoxazolo[3,4-c]pyrido[4',3':3,4]pyrazolo[1,5-a]azepine-11(12H)-carboxylate